2-[4-fluoro-3-(trifluoromethyl)phenyl]-7-(piperazin-1-yl)-4H-pyrido[1,2-a]pyrimidin-4-one FC1=C(C=C(C=C1)C=1N=C2N(C(C1)=O)C=C(C=C2)N2CCNCC2)C(F)(F)F